[(3R)-3-[4-amino-3-(4-phenoxyphenyl)pyrazolo[3,4-d]pyrimidin-1-yl]-1-piperidyl]-[1-(7-azaspiro[3.5]nonan-2-yl)-4-piperidyl]methanone NC1=C2C(=NC=N1)N(N=C2C2=CC=C(C=C2)OC2=CC=CC=C2)[C@H]2CN(CCC2)C(=O)C2CCN(CC2)C2CC1(C2)CCNCC1